[Zn].[Co].[Mg].[Sc] scandium-magnesium-cobalt-zinc